ClC1=C2C=CC=C(C2=CC=C1)C(=O)N[C@@H]1CCO[C@]12O[C@@H]([C@@H]([C@@H]([C@H]2O)N2N=NC(=C2)C2=CC(=C(C(=C2)F)F)F)O)CO 5-chloro-N-((4R,5S,7R,8R,9S,10R)-8,10-dihydroxy-7-(hydroxymethyl)-9-(4-(3,4,5-trifluorophenyl)-1H-1,2,3-triazol-1-yl)-1,6-dioxaspiro[4.5]decan-4-yl)-1-naphthamide